C[C@@H]1NC2=CC=C3C(=C2CC1)N=C(N3CCN3CC1(COC1)C3)CCN3C(C=CC=C3)=O (7S)-7-Methyl-3-(2-{2-oxa-6-azaspiro[3.3]heptan-6-yl}ethyl)-2-[2-(2-oxo-1,2-dihydropyridin-1-yl)ethyl]-3H,6H,7H,8H,9H-imidazo[4,5-f]chinolin